ClC=1N=C(C2=C(N1)C(=C(N=C2)C2=CC(=CC1=CC=C(C(=C21)CC)F)OCOC)F)N2C[C@@H](C[C@H](C2)O)O (3R,5R)-1-(2-chloro-7-(8-ethyl-7-fluoro-3-(methoxymethoxy)naphthalen-1-yl)-8-fluoropyrido[4,3-d]pyrimidin-4-yl)piperidine-3,5-diol